N,2-dimethyl-indole CN1C(=CC2=CC=CC=C12)C